(2r,4r)-8-(4-chloro-2-fluorophenyl)-5-(4-fluoro-benzyl)-2-hydroxy-5,8-diazaspiro[3.5]nonane-6,9-dione ClC1=CC(=C(C=C1)N1CC(N(C2(CC(C2)O)C1=O)CC1=CC=C(C=C1)F)=O)F